ClC1=C(N(C=2N=C(N=CC21)SC)CC2=CC=C(C=C2)OC)C=O 5-Chloro-7-(4-methoxybenzyl)-2-(methylthio)-7H-pyrrolo[2,3-d]pyrimidin-6-formaldehyde